S(=O)(=O)(C1=CC=C(C)C=C1)N1CCN(CC1)C(=O)C1=C(C=CC=C1)CC(=O)[O-] 2-(4-tosylpiperazine-1-carbonyl)phenylacetate